(R)-1-(2,6-dichloro-4-((4-(3-chloropropoxy)phenyl)sulfonyl)phenoxy)-3-(ethylsulfonyl)propan-2-yl acetate C(C)(=O)O[C@H](COC1=C(C=C(C=C1Cl)S(=O)(=O)C1=CC=C(C=C1)OCCCCl)Cl)CS(=O)(=O)CC